C(C1=CC=CC=C1)OC1=NC=CC=C1C(=O)NC=1C=NC=CC1 2-benzyloxy-N-(pyridin-3-yl)pyridine-3-carboxamide